4-(4-fluorophenyl)-5-oxopiperazine-2-carboxamide FC1=CC=C(C=C1)N1CC(NCC1=O)C(=O)N